O[C@H]1CN(CC[C@H]1NC1=NC=C(C=C1)C(F)(F)F)S(=O)(=O)C1=CC=C(C=C1)C1=CC=CC(=N1)C(=O)N 6-(4-(((3S,4R)-3-Hydroxy-4-((5-(trifluoromethyl)pyridin-2-yl)amino)piperidin-1-yl)sulfonyl)phenyl)picolinamide